FC(N1N=C(C=C1)C1=CC(=C2C=CC(=NC2=C1)C)C1(CC1)NC(=O)C=1C=C(OC[C@H]2N(CC2)C(=O)OC(C)(C)C)C=CC1C)F tert-Butyl (S)-2-((3-((1-(7-(1-(difluoromethyl)-1H-pyrazol-3-yl)-2-methylquinolin-5-yl)cyclopropyl)carbamoyl)-4-methylphenoxy)methyl)azetidine-1-carboxylate